phosphodiazine P(=O)(=O)C=1N=NC=CC1